methyl (S)-2-((1-chloro-4-(2-chloro-4-fluorophenyl)isoquinolin-7-yl)oxy)propanoate ClC1=NC=C(C2=CC=C(C=C12)O[C@H](C(=O)OC)C)C1=C(C=C(C=C1)F)Cl